CC1=NC=C(C(=C1)C)OC[C@@]1([C@@H](C1)C(=O)NC1=NC=C(C=C1)F)C1=CC(=CC=C1)F (1R,2S)-2-(((2,4-dimethylpyridin-5-yl)oxy)methyl)-2-(3-fluorophenyl)-N-(5-fluoropyridin-2-yl)cyclopropane-1-carboxamide